C1=CC=CC=2C=3C=C4C(=CC3CC12)C=CC=C4 11H-benzo[b]fluorene